FC(C1=CC=C(C=C1)N1C2=C(O[C@@H](C1)CNC(C)=O)C=CC=C2)(F)F |o1:12| (R)- or (S)-N-((4-(4-(trifluoromethyl)phenyl)-3,4-dihydro-2H-benzo[b][1,4]oxazin-2-yl)methyl)acetamide